4-trifluoromethylpyrimidin FC(C1=NC=NC=C1)(F)F